[F-].[Dy+3].NC=1C=C(OC2=CC3=C(N=C(S3)NC(=O)C3CC3)C=C2)C=CC1F.[F-].[F-] N-(6-(3-amino-4-fluorophenoxy)benzo[d]Thiazol-2-yl)cyclopropanecarboxamide dysprosium (III) fluoride